[S-2].[Li+].[Li+] Dilithium sulfid